cis-N-[5-cyano-4-(5-fluoropyridin-3-yl)pyridin-2-yl]-3-methyl-6-azabicyclo[3.1.1]heptane-6-carboxamide C(#N)C=1C(=CC(=NC1)NC(=O)N1C2CC(CC1C2)C)C=2C=NC=C(C2)F